trans-N4-(cyclopropylmethyl)-N4-(5-fluoro-2-pyridyl)-N1-methyl-cyclohexane-1,4-diamine C1(CC1)CN([C@@H]1CC[C@H](CC1)NC)C1=NC=C(C=C1)F